heneicosanyl eicosanoate C(CCCCCCCCCCCCCCCCCCC)(=O)OCCCCCCCCCCCCCCCCCCCCC